FC1=C(C(=CC(=C1)\C=C\C1=CC=CC=C1)OC)CCC 1-fluoro-3-methoxy-5-[(E)-2-phenylvinyl]-2-propylbenzene